ClC1=C(C=C(C=C1F)CCC(=O)NC1=NNC(=C1OCC1CN(CCO1)C(=O)OC(C)(C)C)C1=CN=NC=C1)F tert-butyl 2-(((3-(3-(4-chloro-3,5-difluorophenyl)propanamido)-5-(pyridazin-4-yl)-1H-pyrazol-4-yl)oxy)methyl)morpholine-4-carboxylate